2-(4-methoxyphenyl)-3-(trifluoromethyl)naphthalene COC1=CC=C(C=C1)C1=CC2=CC=CC=C2C=C1C(F)(F)F